(6S)-4-(4-chlorophenyl)-N-[1-[[(2E)-3-(3-pyridinyl)-1-oxo-2-propen-1-yl]amino]piperidin-4-yl]-2,3,9-trimethyl-6H-thieno[3,2-f][1,2,4]triazolo[4,3-a][1,4]diazepine-6-acetamide ClC1=CC=C(C=C1)C1=N[C@H](C=2N(C3=C1C(=C(S3)C)C)C(=NN2)C)CC(=O)NC2CCN(CC2)NC(\C=C\C=2C=NC=CC2)=O